ClC1=NC=C(C(=C1)NC1CCN(CC1)C(=O)OC(C)(C)C)[N+](=O)[O-] tert-Butyl 4-((2-Chloro-5-nitropyridin-4-yl)amino)piperidine-1-carboxylate